2-((3,4-Dihydroisoquinolin-2(1H)-yl)methyl)-5-((7-((1-methyl-1H-pyrazol-5-yl)sulfonyl)-7-azaspiro[3.5]nonan-2-yl)oxy)-4H-pyran-4-one C1N(CCC2=CC=CC=C12)CC=1OC=C(C(C1)=O)OC1CC2(C1)CCN(CC2)S(=O)(=O)C2=CC=NN2C